2-aminopiperidine dihydrochloride Cl.Cl.NC1NCCCC1